The molecule is an extended flavonoid that is 5a,6-dihydro-5H,7H-[1]benzofuro[3,4-bc]xanthen-7-one substituted by hydroxy groups at positions 1, 3, 8 and 10 and geminal methyl groups at position 5. It is isolated from the tree barks of Artocarpus lanceifolius and exhibits cytotoxicity against human murine leukemia cells. It has a role as a metabolite and an antineoplastic agent. It is an extended flavonoid, an organic heteropentacyclic compound and a polyphenol. CC1(C2CC3=C(C4=C2C(=C(C=C4O)O)O1)OC5=CC(=CC(=C5C3=O)O)O)C